CC=1C=C(C=CC1OC)C(CC)C1=C(C=C(O)C=C1)O 4-[1-(3-methyl-4-methoxyphenyl)propyl]resorcinol